COC(=O)C=1C=CC2=C(OCC(N2)=O)C1 3-oxo-3,4-dihydro-2H-benzo[b][1,4]oxazine-7-carboxylic acid methyl ester